CC(=CCC/C(=C/C=C/C(=C/C=C/C=C(/C=C/C=C(/CCC=C(C)C)\C)\C)/C)/C)C 4,4'-diapo-ζ-carotene